C(C)(C)(C)OC(N(CC)C1CCN(CC1)C=1C2=CN(N=C2C(=CC1)C(N)=O)C)=O.NCCNCCCCCCCCCCC[Si](OCC)(OCC)OCC 11-(2-aminoethyl)aminoundecyltriethoxysilane tert-butyl-N-[1-(7-carbamoyl-2-methyl-indazol-4-yl)-4-piperidyl]-N-ethyl-carbamate